OCC1(CCCCC1)C(=O)O (hydroxymethyl)cyclohexane-1-carboxylic acid